2,6-bis(naphthalen-2-yl)pyridin-3,5-diyl-bis(phenylmethanone) C1=C(C=CC2=CC=CC=C12)C1=NC(=C(C=C1C(=O)C1=CC=CC=C1)C(=O)C1=CC=CC=C1)C1=CC2=CC=CC=C2C=C1